5-((4-((4'-chloro-5,5-dimethyl-3,4,5,6-tetrahydro-[1,1'-biphenyl]-2-yl)amino)piperidin-1-yl)methyl)-2-(2,6-dioxopiperidin-3-yl)isoindoline-1,3-dione ClC1=CC=C(C=C1)C1=C(CCC(C1)(C)C)NC1CCN(CC1)CC=1C=C2C(N(C(C2=CC1)=O)C1C(NC(CC1)=O)=O)=O